Tert-Butyl {2-(6-Chloro-5-Fluoro-4-(2-Hydroxypropan-2-yl)Pyridin-2-yl)-2-Cyclopropyl-2-Hydroxyethyl}Carbamate ClC1=C(C(=CC(=N1)C(CNC(OC(C)(C)C)=O)(O)C1CC1)C(C)(C)O)F